FC(=CC(F)(F)F)F 1,1,3,3,3-pentafluoropropylene